xylylenediadipamide C=1(C(=CC=CC1)CC(C(=O)N)CCCC(=O)N)CC(C(=O)N)CCCC(=O)N